di-tert-butyl 2,2'-(1,4,7,10-tetraazacyclododecane-1,7-diyl)diacetate N1(CCNCCN(CCNCC1)CC(=O)OC(C)(C)C)CC(=O)OC(C)(C)C